[Cl-].C(=C)C1=C(C=CC=C1)[P+](C1=CC=CC=C1)(C1=CC=CC=C1)CC1=CC=CC=C1 vinylbenzyl-triphenylphosphonium chloride